C(C)(C)(C)OC(=O)N1CCC(CC1)N1N=C(C(=C1)N)C 4-(4-amino-3-methyl-1H-pyrazol-1-yl)piperidine-1-carboxylic acid tert-butyl ester